9,9-bis(2'-hydroxyethyl)-2,7-diphenyl-9H-fluorene OCCC1(C2=CC(=CC=C2C=2C=CC(=CC12)C1=CC=CC=C1)C1=CC=CC=C1)CCO